heptynyl p-tolyloxy ether C1(=CC=C(C=C1)OOC#CCCCCC)C